ClC1=CC(=C(C=C1)C1=CC=C(C=C1)N1CCN(CC1)CC(C)C)N1CC(CCC1)N1N=CC(=C1C(F)F)C(=O)[O-] 1-{1-[4-Chloro-4'-(4-isobutylpiperazin-1-yl) [biphenyl]-2-yl] piperidin-3-yl}-5-(difluoromethyl)-1H-pyrazole-4-carboxylate